1-ethynyl-N-(1-methylcyclopropyl)-4-[(1-methylpyrazol-4-yl)methyl]-5-oxo-1H,2H-imidazo[1,2-a]quinazoline-7-sulfonamide C(#C)C1CN=C2N1C1=CC=C(C=C1C(N2CC=2C=NN(C2)C)=O)S(=O)(=O)NC2(CC2)C